ClC1=CN(C2=CC=C(C=C12)N1C(=NC=C1)C1=NC(=CC=C1)C)C1OCCCC1 3-(3-chloro-1-(tetrahydro-2H-pyran-2-yl)-1H-indol-5-yl)-2-(6-methylpyridin-2-yl)imidazole